N[C@@]1(CN(CC1)C(=O)[O-])COC[Sn](CCCC)(CCCC)CCCC (S)-3-amino-3-(((tributylstannyl)methoxy)methyl)pyrrolidine-1-carboxylate